(6-(2-methyl-1,3-benzoxazol-5-yl)thieno[2,3-b]pyridin-2-yl)methanol CC=1OC2=C(N1)C=C(C=C2)C2=CC=C1C(=N2)SC(=C1)CO